CC1=CC(=C2C3(C(N(C2=C1)C1CC(OCC1)C)=O)CC3)CC(=O)OC Methyl 2-(6'-methyl-1'-(2-methyltetrahydro-2H-pyran-4-yl)-2'-oxospiro[cyclopropane-1,3'-indolin]-4'-yl)acetate